(4'-chlorobiphenyl-4-yloxy)aniline ClC1=CC=C(C=C1)C1=CC=C(C=C1)ONC1=CC=CC=C1